O-Acetylneuraminic acid C(C)(=O)OC(=O)C1(O)C[C@H](O)[C@@H](N)[C@@H](O1)[C@H](O)[C@H](O)CO